COC1=C2C(=CC3=C1CCC(O3)=O)OC=C2 5,6-dihydro-4-methoxy-7H-furo[3,2-g][1]benzopyran-7-one